(S)-3-(5-bromo-2-(5-(4-cyclopropylpiperazin-1-yl)-2-(1-methoxyethyl)pyridin-3-yl)-1-(2,2,2-trifluoroethyl)-1H-indol-3-yl)-2,2-dimethylpropan-1-ol BrC=1C=C2C(=C(N(C2=CC1)CC(F)(F)F)C=1C(=NC=C(C1)N1CCN(CC1)C1CC1)[C@H](C)OC)CC(CO)(C)C